C12CC(CC(CC1)N2)N(C=2SC=1N=C(N=CC1N2)C=2C=C(C=1N(C2)C=C(N1)C)F)C N-[(3-exo)-8-Azabicyclo[3.2.1]oct-3-yl]-5-(8-fluoro-2-methylimidazo[1,2-a]pyridin-6-yl)-N-methyl[1,3]thiazolo[5,4-d]pyrimidin-2-amin